8-(4-(difluoromethoxy)phenyl)-6-(4-methoxyphenyl)-2-(2,2,2-trifluoroethoxy)-1,6-naphthyridin FC(OC1=CC=C(C=C1)C1=CN(CC=2C=CC(=NC12)OCC(F)(F)F)C1=CC=C(C=C1)OC)F